4-(4-vinyl-phenyl)-pyridine C(=C)C1=CC=C(C=C1)C1=CC=NC=C1